(5S)-6-(7-chlorobenzo[b]thiophene-2-carbonyl)-N-((2S)-4-(cyclopropylamino)-3-hydroxy-4-oxo-1-((S)-2-oxopyrrolidin-3-yl)butan-2-yl)-6-azaspiro[2.5]octane-5-carboxamide ClC1=CC=CC2=C1SC(=C2)C(=O)N2[C@@H](CC1(CC1)CC2)C(=O)N[C@@H](C[C@H]2C(NCC2)=O)C(C(=O)NC2CC2)O